1-(5-(azetidin-3-ylmethyl)benzo[d]isoxazol-3-yl)dihydropyrimidine-2,4(1H,3H)-dione N1CC(C1)CC=1C=CC2=C(C(=NO2)N2C(NC(CC2)=O)=O)C1